i-Nonadecene C=CCCCCCCCCCCCCCCC(C)C